2-(3,4-difluorophenyl)-5-oxo-4,5-dihydropyrazolo[1,5-a]thieno[3,2-e]pyrimidine-6-carboxylic acid FC=1C=C(C=CC1F)C1=NN2C(NC(C3=C2SC=C3C(=O)O)=O)=C1